Indole-formaldehyde N1C(=CC2=CC=CC=C12)C=O